5-FORMYLPYRIDINE C(=O)C=1C=CC=NC1